C12(CC(C1)C2)NC(C(=O)C2=C(C(=C(N2C)C)C(=O)NC2=CC(=C(C=C2)F)C)C)=O 5-(2-(bicyclo[1.1.1]pentan-1-ylamino)-2-oxoacetyl)-N-(4-fluoro-3-methylphenyl)-1,2,4-trimethyl-1H-pyrrole-3-carboxamide